5-aminothiophene-3-carboximidamide NC1=CC(=CS1)C(N)=N